1,3-Dimethyl-5-(thiophen-3-ylamino)-1,3-dihydro-2H-benzo[d]imidazol-2-one CN1C(N(C2=C1C=CC(=C2)NC2=CSC=C2)C)=O